N=1N(N=C2C1C=CC=C2)C=2C=C(C=CC2O)CCC(C(=O)O)=C.C(C=C)(=O)OCCC2=CC(=C(C=C2)O)N2N=C1C(=N2)C=CC=C1 3-(2H-benzotriazol-2-yl)-4-hydroxyphenylethyl acrylate [3-(2H-benzotriazol-2-yl)-4-hydroxyphenylethyl acrylate]